ICCCCN1C(C=CC(=C1)C)=O 1-(4-iodobutyl)-5-methylpyridin-2(1H)-one